CC(C)CCC[C@@H](C)[C@H]1CC[C@H]2[C@@H]3C[C@@H]([C@@H]4C[C@@H](CC[C@]4(C)[C@H]3CC[C@]12C)O)O 3α,5β,6α-cholestane-3,6-diol